2-(l-N-methyl-5-[(tert-butoxy)carbonyl]-4H,5H,6H,7H-pyrazolo[1,5-a]pyrazine-3-amidocyclopropyl)pyridine-3-carboxylic acid CN(C(=O)C=1C=NN2C1CN(CC2)C(=O)OC(C)(C)C)C2(CC2)C2=NC=CC=C2C(=O)O